N1=C(C=CC=C1)CN1C(C(=C(C1=O)C1=CC=C(C=C1)C(F)(F)F)C#CC=1C=NC=C(C1)N1CCCCC1)=O 1-(pyridin-2-ylmethyl)-3-((5-(piperidin-1-yl)pyridin-3-yl)ethynyl)-4-(4-(trifluoromethyl)phenyl)-1H-pyrrole-2,5-dione